N-(1-cyanocyclopropyl)-3-(5-(difluoromethyl)-1,3,4-thiadiazol-2-yl)-8-(4-fluoro-4-(hydroxymethyl)piperidin-1-yl)imidazo[1,5-a]pyridine-6-sulfonamide C(#N)C1(CC1)NS(=O)(=O)C=1C=C(C=2N(C1)C(=NC2)C=2SC(=NN2)C(F)F)N2CCC(CC2)(CO)F